6-methyl-1H-pyrimidin-4-one CC1=CC(N=CN1)=O